dibutyl-2-acryloyloxyethyl phosphate P(=O)(OCC(OC(C=C)=O)(CCCC)CCCC)([O-])[O-]